N-(2-Fluoro-3-methoxy-5-(4-(trifluoromethyl)phenoxy)phenyl)-1-methyl-5-oxo-pyrrolidine-2-carboxamide FC1=C(C=C(C=C1OC)OC1=CC=C(C=C1)C(F)(F)F)NC(=O)C1N(C(CC1)=O)C